O1C=CC=2C(=NC=CC21)NNC(=O)[C@@H]2C[C@@H](CCC2)NC(OC(C)(C)C)=O tert-butyl N-[(1R,3S)-3-[(furo[3,2-c]pyridin-4-ylamino) carbamoyl] cyclohexyl]carbamate